(4-bromo-2-pyridinyl)-N-methyl-acetamide BrC1=CC(=NC=C1)CC(=O)NC